C(C=C)(=O)OOC(C(C(OOC(C=C)=O)(CO)CO)OOC(C=C)=O)CO trimethylolpropanetrioxy triacrylate